tert-butyl ((1S,3S,4S)-4-amino-3-hydroxycyclohexyl)carbamate N[C@@H]1[C@H](C[C@H](CC1)NC(OC(C)(C)C)=O)O